FC=1C=C(C=CC1)N1N=C(C=C(C1=O)C(=O)O)C1=CC=C(C=C1)OC 2-(3-fluorophenyl)-6-(4-methoxyphenyl)-3-oxo-2,3-dihydropyridazine-4-carboxylic acid